B(OS(=O)(=O)F)(OS(=O)(=O)F)[O-].[Li+] lithium bis(fluorosulfonyl) borate